BrC#CC bromoprop-1-yne